2-diazo-3',6'-bis(3-(morpholin-4-carbonyl)azetidin-1-yl)-3-oxo-2,3-dihydrospiro[indene-1,9'-xanthene]-6-carboxamide [N+](=[N-])=C1C(C2=CC=C(C=C2C12C1=CC=C(C=C1OC=1C=C(C=CC21)N2CC(C2)C(=O)N2CCOCC2)N2CC(C2)C(=O)N2CCOCC2)C(=O)N)=O